NC1=NC=CC2=CC=C(C=C12)C1=CC=C2CC[C@H](C2=C1)OC1=C(C(=CC=C1)OC(F)(F)F)CC(=O)OCC (R)-ethyl 2-(2-((6-(1-aminoisoquinolin-7-yl)-2,3-dihydro-1H-inden-1-yl)oxy)-6-(trifluoromethoxy)phenyl)acetate